Vinyltripropoxysilan C(=C)[Si](OCCC)(OCCC)OCCC